OC1=NC=C(C=C1[N+](=O)[O-])[N+](=O)[O-] hydroxy-3,5-dinitropyridine